Benzyl ((S)-1-Oxo-3-phenyl-1-(((S,E)-5-phenyl-1-(pyridin-2-yl)-pent-1-en-3-yl)amino)propan-2-yl)carbamate O=C([C@H](CC1=CC=CC=C1)NC(OCC1=CC=CC=C1)=O)N[C@H](/C=C/C1=NC=CC=C1)CCC1=CC=CC=C1